2-benzyl-5-piperazin-1-yl-pyrimidine C(C1=CC=CC=C1)C1=NC=C(C=N1)N1CCNCC1